BrC=1C(=C(C=C(C1C)[N+](=O)[O-])F)F 3-Bromo-1,2-difluoro-4-methyl-5-nitrobenzene